N1(CCCCC1)CCCN1CCN(C2=CC=CC=C12)C1=NC=CC=C1 3-(piperidin-1-yl)-1-(4-(pyridin-2-yl)-3,4-dihydroquinoxalin-1(2H)-yl)propan